5-bromo-1-((tetrahydrofuran-3-yl)methyl)-1H-indazol-3-carboxylic acid methyl ester COC(=O)C1=NN(C2=CC=C(C=C12)Br)CC1COCC1